FC=1C(=CC=2C3=C(N=C(C2C1)OC)COC[C@H]3N(C(=O)C=3N(C1=CC(=C(C=C1C3)F)F)C(=O)OC(C)(C)C)C)F tert-butyl (S)-2-((8,9-difluoro-6-methoxy-1,4-dihydro-2H-pyrano[3,4-c]isoquinolin-1-yl)(methyl)carbamoyl)-5,6-difluoro-1H-indole-1-carboxylate